2-(3-ethylsulfonyl-2-pyridinyl)-5-(trifluoromethyl)-[1,2,4]triazolo[1,5-a]quinoline C(C)S(=O)(=O)C=1C(=NC=CC1)C1=NN2C(C=C(C3=CC=CC=C23)C(F)(F)F)=N1